(E)-3-(4-ethylphenyl)-2-methylacrolein C(C)C1=CC=C(C=C1)/C=C(/C=O)\C